C(C)(C)(C)OC(=O)N1C[C@@H](N(CC1)CC=1SC(=NN1)C)C (3S)-3-methyl-4-((5-methyl-1,3,4-thiadiazol-2-yl)methyl)piperazine-1-carboxylic acid tert-butyl ester